NC(C(CC1=CC=CC=C1)NC(=O)C1=CN=C2N1C=C(C=C2)C=2C=CC1=C(N=C(O1)N)C2)=O N-(1-amino-1-oxo-3-phenylpropan-2-yl)-6-(2-aminobenzo[d]oxazol-5-yl)imidazo[1,2-a]pyridine-3-carboxamide